ClC=1C=CC(=C(C1)C1=CC(=C(N=N1)N(CC1C(OCC1)=O)C)NC1=CC(=NC=C1)NC(CCN1CCN(CC1)C)=O)F N-(4-{[6-(5-chloro-2-fluorophenyl)-3-{methyl[(2-oxooxolan-3-yl)methyl]amino}pyridazin-4-yl]amino}pyridin-2-yl)-3-(4-methylpiperazin-1-yl)propanamide